bis(4-chlorophenyl)-3,12-diimino-2,4,11,13-tetraazatetradecanediamidine ClC1=CC=C(C=C1)N(C(N(C(=N)N)C1=CC=C(C=C1)Cl)=N)CCCCCCNC(NC(=N)N)=N